CC1=CC=2N(C=C1C1CCNCC1)N=CN2 4-(7-methyl-[1,2,4]triazolo[1,5-a]pyridin-6-yl)piperidin